(6S)-6-[[4-(trifluoro-methylsulfonyl)phenyl]methyl]-2-aza-spiro[3.4]octane FC(S(=O)(=O)C1=CC=C(C=C1)C[C@H]1CC2(CNC2)CC1)(F)F